trans-butanedioic acid C(CCC(=O)O)(=O)O